3-(3-((4-(4-amino-3-(4-phenoxyphenyl)-1H-pyrazolo[3,4-d]pyrimidin-1-yl)piperidin-1-yl)methyl)-6-fluoropyridin-2-yl)piperidine-2,6-dione NC1=C2C(=NC=N1)N(N=C2C2=CC=C(C=C2)OC2=CC=CC=C2)C2CCN(CC2)CC=2C(=NC(=CC2)F)C2C(NC(CC2)=O)=O